CN1CCC(CC1)C1=CC=C(C=C1)C=1C=C2C=CNC(C2=CC1)=O 6-[4-(1-Methyl-4-piperidinyl)phenyl]Isoquinolin-1-one